NCC1=NNC(C2=CC=C(C=C12)C1=CN=C(N1CC#N)C)=O 2-(5-(4-(aminomethyl)-1-oxo-1,2-dihydrophthalazin-6-yl)-2-methyl-1H-imidazol-1-yl)acetonitrile